FC1CCN(CC1)C[C@@H](C=1C=NN(C1)C)NC1=NC(=NC=2CC[C@H](CC12)C1=CC=CC=C1)N[C@H](CC)C1CCC(CC1)C(=O)OCC ethyl (1R,4r)-4-((1R)-1-(((6R)-4-((2-(4-fluoropiperidin-1-yl)-1-(1-methyl-1H-pyrazol-4-yl)ethyl)amino)-6-phenyl-5,6,7,8-tetrahydroquinazolin-2-yl)amino)propyl)cyclohexane-1-carboxylate